FC1=CC=CC(=N1)S(=O)(=O)NC1=CN=C(C(=N1)C1=C(C=CC=C1)CCCCCCNC1CN(CC1)C(=O)OC(C)(C)C)N1N=C(C=C1)OCC(C(F)(F)F)(C)C tert-butyl 3-[6-[2-[6-[(6-fluoro-2-pyridyl)sulfonylamino]-3-[3-(3,3,3-trifluoro-2,2-dimethyl-propoxy)pyrazol-1-yl]pyrazin-2-yl]phenyl]hexylamino]pyrrolidine-1-carboxylate